N-(3,3-dimethylbutan-2-yl)benzene-1,3-diamine CC(C(C)NC1=CC(=CC=C1)N)(C)C